(R)-1-(2-(3-bromo-2-chlorophenyl)-4,6-dihydro-5H-pyrrolo[3,4-d]oxazol-5-yl)-2-(3-hydroxypyrrolidin-1-yl)ethan-1-one BrC=1C(=C(C=CC1)C=1OC2=C(N1)CN(C2)C(CN2C[C@@H](CC2)O)=O)Cl